N1=CSC2=C1C=1CCOC1C=C2 7,8-dihydrobenzofuro[4,5-d]Thiazole